N1=CC=CC2=CC(=CC=C12)[C@H](C)N (S)-1-(quinolin-6-yl)ethylamine